cyclopropane-1-carboxylic acid 2,5-dioxopyrrolidin-1-yl ester O=C1N(C(CC1)=O)OC(=O)C1CC1